FC1=CC=C(C=C1)C1=C(CCCC1)CN1CCN(CC1)CCNC1=C2C(N(C(=NC2=CC=C1)C)C1C(NC(CC1)=O)=O)=O 3-(5-((2-(4-((4'-fluoro-3,4,5,6-tetrahydro-[1,1'-biphenyl]-2-yl)methyl)piperazine-1-yl)ethyl)amino)-2-methyl-4-oxoquinazolin-3(4H)-yl)piperidine-2,6-dione